(R)-(3-(4-amino-(4-phenoxyphenyl)-1H-pyrazolo[3,4-d]pyrimidin-1-yl)piperidin-1-yl)(pyrimidin-5-yl)methanone butyl-dodecyl-phthalate C(CCC)C=1C(=C(C(C(=O)O)=CC1)C(=O)O)CCCCCCCCCCCC.NC1=C2C(=NC=N1)N(N=C2C2=CC=C(C=C2)OC2=CC=CC=C2)[C@H]2CN(CCC2)C(=O)C=2C=NC=NC2